OCCCCCC(=O)NC(C1=CC=CC=C1)=O N-(6-Hydroxyhexanoyl)benzamide